tert-butyl 4-(1-(((R)-1-phenylethyl)amino)-2,3,4,9-tetrahydro-1H-carbazol-6-yl)-5,6-dihydropyridine-1(2H)-carboxylate C1(=CC=CC=C1)[C@@H](C)NC1CCCC=2C3=CC(=CC=C3NC12)C1=CCN(CC1)C(=O)OC(C)(C)C